1-tert-Butyl 4-ethyl 4-(2-((tert-butyldimethylsilyl)oxy)-1-hydroxyethyl)piperidine-1,4-dicarboxylate [Si](C)(C)(C(C)(C)C)OCC(O)C1(CCN(CC1)C(=O)OC(C)(C)C)C(=O)OCC